FC(C1=CC=C2C(=CNC2=C1F)S(=O)(=O)NC1=NC=C(C=C1F)OCCF)F 6-(difluoromethyl)-7-fluoro-N-[3-fluoro-5-(2-fluoroethoxy)pyridin-2-yl]-1H-indole-3-sulfonamide